Cyclohexylmethyl 2-formylphenyl hydrogen phosphate P(=O)(OCC1CCCCC1)(OC1=C(C=CC=C1)C=O)O